1,3-oxazolenon O1C(N=CC1)=O